CN1N=CC(=C1C1=CC=C(N=N1)NC1CCC2CN(CC21)C(=O)OC(C)(C)C)C tert-Butyl 4-((6-(1,4-dimethyl-1H-pyrazol-5-yl)pyridazin-3-yl)amino)hexahydrocyclopenta[c]pyrrole-2(1H)-carboxylate